C[CH2+] methyl(methylium)